N1=C(C=CC2=CC=CC=C12)C(=O)O.C(C)(C)(C)[Si](OC1CC=C(CC1)B1OC(C(O1)(C)C)(C)C)(C)C tert-butyldimethyl-((4-(4,4,5,5-tetramethyl-1,3,2-dioxaborolan-2-yl)cyclohex-3-en-1-yl)oxy)silane Quinolinate